Ethyl (2-(1-ethylpiperidin-4-yl)-2-(N-(pentadecan-8-yl)tridecanamido)acetyl)glycinate C(C)N1CCC(CC1)C(C(=O)NCC(=O)OCC)N(C(CCCCCCCCCCCC)=O)C(CCCCCCC)CCCCCCC